BrC=1C=C(N2N=CN=C(C21)N)C2CCN(CC2)CCOC 5-bromo-7-[1-(2-methoxyethyl)piperidin-4-yl]Pyrrolo[2,1-f][1,2,4]Triazin-4-amine